P1(OC2(NC3=C(N2)C=CC(=C3)OC)O1)(=O)N (Z)-(5-methoxy-1,3-dihydro-2H-benzo[d]imidazol-2-ylidene) phosphoramidate